(Z)-ethyl 3-(pyrrolidin-1-yl)but-2-enoate N1(CCCC1)\C(=C/C(=O)OCC)\C